N[C@@H]1C=2N=CSC2CC12CCN(CC2)C=2N=CC(=NC2CO)C#CCOC2=CC=C(C(=O)N)C=C2 (S)-4-((3-(5-(4-Amino-4,6-dihydrospiro[cyclopenta[d]thiazol-5,4'-piperidin]-1'-yl)-6-(Hydroxymethyl)pyrazin-2-yl)prop-2-yn-1-yl)oxy)benzamide